3-(Azetidin-1-yl)-6-chloro-4-methoxypyridazine N1(CCC1)C=1N=NC(=CC1OC)Cl